CC(C)N1C=NC2=C1C(=NC=C2)N2CCCC2 3-(PROPAN-2-YL)-4-(PYRROLIDIN-1-YL)-3H-IMIDAZO[4,5-C]PYRIDIN